ethyl 6-((3,3-difluorocyclobutyl)amino)-2-(3,5-dimethyl-1H-pyrazol-1-yl)pyrimidine-4-carboxylate FC1(CC(C1)NC1=CC(=NC(=N1)N1N=C(C=C1C)C)C(=O)OCC)F